CC(C)(C)[S@@](=O)N[C@@H](CC=C)CC(C)C (R)-2-methyl-N-((R)-6-methylhept-1-en-4-yl)propane-2-sulfinamide